N-[2-(3-methoxy-2-thienyl)-2-oxo-ethyl]carbamic acid tert-butyl ester C(C)(C)(C)OC(NCC(=O)C=1SC=CC1OC)=O